FC(C1=NC=C(C=N1)C1C(C=2NC3=CC=CC=C3C2CC1)=O)(F)F (2-(trifluoromethyl)pyrimidin-5-yl)-2,3,4,9-tetrahydro-1H-carbazol-1-one